(aminomethyl)-6-(3-{[(tert-butoxy)carbonyl]amino}propoxy)-1,3-diethyl-1H-1,3-benzodiazol-3-ium iodide [I-].NCC1=[N+](C2=C(N1CC)C=C(C=C2)OCCCNC(=O)OC(C)(C)C)CC